N-(6-(3-(4-chlorobenzyl)ureido)spiro[3.3]heptan-2-yl)-6-methylnicotinamide ClC1=CC=C(CNC(NC2CC3(CC(C3)NC(C3=CN=C(C=C3)C)=O)C2)=O)C=C1